6-((2-methoxypropan-2-yl)oxy)-5-methyl-4-pentyl-1',2',3',4'-tetrahydro-[1,1'-biphenyl]-2-ol COC(C)(C)OC=1C(=C(C=C(C1C1CCCC=C1)O)CCCCC)C